[Na+].[NH4+] ammonium monosodium salt